OC(CCCCCCCCCCC(=O)[O-])CCCCCC.OC(CCCCCCCCCCC(=O)[O-])CCCCCC.[Zn+2] zinc bis(12-hydroxystearate)